OCC(OC[C@H]1O[C@H]([C@@H]([C@@H]1O)O)O)P(OCC)(OCC)=O Diethyl (2-hydroxy-1-(((2R,3S,4R,5R)-3,4,5-trihydroxytetrahydrofuran-2-yl)methoxy)ethyl)phosphonate